BrC=1C(=C(C(=C2CCCC12)I)N)F 7-bromo-6-fluoro-4-iodo-2,3-dihydroinden-5-amine